(S)-6-(2,4-difluorophenyl)-3-(1-(6-ethoxy-5-methoxypyridin-2-yl)-2-(methylsulfonyl)ethyl)-1H-imidazo[4,5-b]pyridin-2(3H)-one FC1=C(C=CC(=C1)F)C=1C=C2C(=NC1)N(C(N2)=O)[C@H](CS(=O)(=O)C)C2=NC(=C(C=C2)OC)OCC